tert-butyl (1S,4S)-2,5-diazabicyclo[2.2.1]heptan-2-carboxylate [C@@H]12N(C[C@@H](NC1)C2)C(=O)OC(C)(C)C